2'-ethynyladenosine C(#C)[C@@]1([C@@H](O[C@@H]([C@H]1O)CO)N1C=NC=2C(N)=NC=NC12)O